COC=1C(=C(C(=CC1)OC)C1=C(C=C(C=C1C(C)C)C(C)C)C(C)C)P(C(C)(C)C)C(C)(C)C (3,6-dimethoxy-2',4',6'-tris(1-methylethyl)[1,1'-biphenyl]-2-yl)bis(1,1-dimethylethyl)phosphine